CC(=O)OC[C@@H]1[C@H]([C@@H]([C@H]([C@@H](O1)OC(=N)C(Cl)(Cl)Cl)OC(=O)C)OC(=O)C)OC(=O)C 2,3,4,6-tetra-O-acetyl-β-D-glucopyranosyl 2,2,2-trichloroacetimidate